4-chloro-3,6-difluoro-2-iodobenzonitrile ClC1=C(C(=C(C#N)C(=C1)F)I)F